benzyl ((S)-1-(((S)-1-(((S)-1-cyano-2-((S)-2-oxopiperidin-3-yl)ethyl)amino)-3-cyclopropyl-1-oxopropan-2-yl)amino)-3-(naphthalen-1-yl)-1-oxopropan-2-yl)carbamate C(#N)[C@H](C[C@H]1C(NCCC1)=O)NC([C@H](CC1CC1)NC([C@H](CC1=CC=CC2=CC=CC=C12)NC(OCC1=CC=CC=C1)=O)=O)=O